5-(4-(3-(4-chlorophenoxy)propyl)piperazin-1-yl)-3-hydroxypyridine ClC1=CC=C(OCCCN2CCN(CC2)C=2C=C(C=NC2)O)C=C1